tert-butyl 4-(4-amino-5-methoxy-2-methyl-phenyl)piperidine-1-carboxylate NC1=CC(=C(C=C1OC)C1CCN(CC1)C(=O)OC(C)(C)C)C